bis(2-methoxyethoxy)alumanuide COCCO[AlH2-]OCCOC